5-(8-aminoimidazo[1,2-a]pyrazin-5-yl)-7-cyclopropyl-7H-pyrrolo[2,3-d]pyrimidin-4-amine NC=1C=2N(C(=CN1)C1=CN(C=3N=CN=C(C31)N)C3CC3)C=CN2